C[C@H]1N(CCOC1)C1=NC2=C(N=CC=C2C(=C1)N1CCN(CC1)S(=O)(=O)C)C1=CC=NN1C1OCCCC1 2-[(3R)-3-methylmorpholin-4-yl]-4-[4-(methylsulfonyl)piperazin-1-yl]-8-[1-(tetrahydro-2H-pyran-2-yl)-1H-pyrazol-5-yl]-1,7-naphthyridine